1-{4-[(2-{3-[(4-methanesulfonyl-2-methoxyphenyl)amino]prop-1-yn-1-yl}-1-(2,2,2-trifluoroethyl)-1H-indol-4-yl)amino]azepan-1-yl}-3-methoxypropan-2-ol CS(=O)(=O)C1=CC(=C(C=C1)NCC#CC=1N(C2=CC=CC(=C2C1)NC1CCN(CCC1)CC(COC)O)CC(F)(F)F)OC